NC1=NC2=CC(=CC(=C2C=C1)N1C[C@@H](N([C@H](C1)C)C(=O)N(C)C)C)S(NC1(CC1)C)(=O)=O (2S,6S)-4-(2-amino-7-(N-(1-methylcyclopropyl)sulfamoyl)quinolin-5-yl)-N,N,2,6-tetramethylpiperazine-1-carboxamide